N-(2-(4-(azidomethyl)piperidin-1-yl)ethyl)-2,2'-difluoro-6'-hydroxy-[1,1'-biphenyl]-4-sulfonamide N(=[N+]=[N-])CC1CCN(CC1)CCNS(=O)(=O)C1=CC(=C(C=C1)C1=C(C=CC=C1O)F)F